N=1C=NN2C1C=C(C=C2)OC2=CC(=C(C=C2Cl)NC2=NC=NC1=CC(=C(C=C21)OC2CCN(CC2)C(C=C)=O)OC)OC 1-(4-((4-((4-([1,2,4]triazolo[1,5-a]pyridin-7-yloxy)-5-chloro-2-methoxyphenyl)amino)-7-methoxyquinazolin-6-yl)oxy)piperidin-1-yl)prop-2-en-1-one